[Cl-].[Ca+2].C(C)(=O)[O-].[Zn+2].FC=1C(=NC(=NC1)NC1=CC=C(C=C1)N1CCN(CC1)CCF)NC1=C(C=CC=C1)NC(C=C)=O N-(2-(5-fluoro-2-(4-(4-(2-fluoroethyl)piperazin-1-yl)anilino)pyrimidin-4-ylamino)phenyl)acrylamide zinc acetate calcium chloride